C(C)(C)(C)OC1[C@](N(C(N1OC(C)(C)C)=O)C1=NC2=C(C(=C1)C(F)(F)F)N=C(S2)N)(OC(C)(C)C)C(=O)N(C)C2=C(C(=C(C=C2)F)Cl)F {(4S)-tri(tert-butoxy)-3-[2-amino-7-(trifluoromethyl)(1,3-thiazolo[4,5-e]pyridine-5-yl)]-2-oxoimidazolidin-4-yl}-N-(3-chloro-2,4-difluorophenyl)-N-methylformamide